5-(allyloxy)-2-(2,6-dioxopiperidin-3-yl)isoindolin-1,3-dione C(C=C)OC=1C=C2C(N(C(C2=CC1)=O)C1C(NC(CC1)=O)=O)=O